5-fluoro-1-(oxacyclopenten-2-yl)pyrimidine-2,4-dione FC=1C(NC(N(C1)C1=CCCO1)=O)=O